3,5-Dichlorophenyl 3-deoxy-3-[4-(3,4,5-trifluorophenyl)-1H-1,2,3-triazol-1-yl]-1-thio-α-D-galactopyranoside FC=1C=C(C=C(C1F)F)C=1N=NN(C1)[C@@H]1[C@H]([C@@H](SC2=CC(=CC(=C2)Cl)Cl)O[C@@H]([C@@H]1O)CO)O